methyl (S)-2-(4-aminoisoindolin-2-yl)-2-phenylacetate NC1=C2CN(CC2=CC=C1)[C@H](C(=O)OC)C1=CC=CC=C1